3-(2-(2,6-dioxopiperidin-3-yl)-1-oxoisoindolin-5-yl)propanal O=C1NC(CCC1N1C(C2=CC=C(C=C2C1)CCC=O)=O)=O